C(C)(C)(C)OC(=O)N1CC(C1)=CC1=CC=C(C=C1)Br 3-(4-bromobenzylidene)azetidine-1-carboxylic acid tert-butyl ester